NC1=NC=CC(=C1Cl)SC=1C=2N(C(=NC1)NCC(=O)N)C=CN2 2-({8-[(2-amino-3-chloropyridin-4-yl)sulfanyl]imidazo[1,2-c]pyrimidin-5-yl}amino)acetamide